COC(=O)C=1C(N(C2=CC(=CC=C2C1N)Br)C1=CC=C(C=C1)C(CC)O)=O 4-Amino-1-(4-(1-hydroxypropyl)phenyl)-2-oxo-7-bromo-1,2-dihydroquinoline-3-carboxylic acid methyl ester